C(C)(C)(C)OC(N(C)C(C)C1=NN(C(C1)=O)CC1CCCC1)=O.C(C1=CC=CC=C1)OC=1C(=C2C=C(C=NC2=CC1)Br)OCCCO[Si](C1=CC=CC=C1)(C1=CC=CC=C1)C(C)(C)C 6-(benzyloxy)-3-bromo-5-(3-((tert-butyldiphenylsilyl)oxy)propoxy)quinoline tert-Butyl-{1-[1-(cyclopentylmethyl)-5-oxo-4,5-dihydro-1H-pyrazol-3-yl]ethyl}methylcarbamate